CN1C(CC2=CC(=CC=C12)C(=O)N)=O 1-methyl-2-oxoindole-5-formamide